3-(4-(2,5-diazabicyclo[2.2.2]octan-2-yl)-6-fluoro-1-oxoisoindoline-2-yl)piperidine C12N(CC(NC1)CC2)C2=C1CN(C(C1=CC(=C2)F)=O)C2CNCCC2